6-chloro-N-{3-[2-(4-chloro-3-fluorophenoxy)acetamido]bicyclo[1.1.1]pent-1-yl}-7-fluoro-4-oxo-4H-1-benzopyran-2-carboxamide ClC=1C(=CC2=C(C(C=C(O2)C(=O)NC23CC(C2)(C3)NC(COC3=CC(=C(C=C3)Cl)F)=O)=O)C1)F